NC1=NC(=CC(=N1)N1CCC2(C[C@H](NC2)C(=O)OCC)CC1)O[C@@H](C(F)(F)F)C1=C(C=C(C=C1)C1=CC(=C(C=C1)OCCC)F)N1N=C(C=C1)C (S)-ethyl 8-(2-amino-6-((R)-2,2,2-trifluoro-1-(3'-fluoro-3-(3-methyl-1H-pyrazol-1-yl)-4'-propoxy-[1,1'-biphenyl]-4-yl)ethoxy)pyrimidin-4-yl)-2,8-diazaspiro[4.5]decane-3-carboxylate